COC(=O)C1=NC=2C(=CC3=C(C2C=N1)COC3)Cl 5-chloro-7,9-dihydrofuro[3,4-f]quinazoline-3-carboxylic acid methyl ester